1-(3-chloro-5-trifluoromethoxyphenyl)-3-(2-hydroxymethylphenyl)urea ClC=1C=C(C=C(C1)OC(F)(F)F)NC(=O)NC1=C(C=CC=C1)CO